4-vinylphenyl-2-[dimethoxy-(4-methoxyphenyl)methyl]dibenzothiophenium 1,1-Difluoro-2-hydroxyethanesulfonate FC(CO)(S(=O)(=O)[O-])F.C(=C)C1=CC=C(C=C1)C1=C(C=CC=2[SH+]C3=C(C21)C=CC=C3)C(C3=CC=C(C=C3)OC)(OC)OC